1,5-divinyl-3-phenyl-pentamethyltrisiloxane C(=C)[Si](O[Si](O[Si](C=C)(C)C)(C1=CC=CC=C1)C)(C)C